COC1=CC=C(C=C1)CN1C(N2C(COCC2)CC1=O)=O 7-[(4-methoxyphenyl)methyl]-tetrahydro-1H-pyrimido[4,3-c][1,4]oxazine-6,8-dione